(1R,2R,3R,8S)-4-((R)-6-(3,4-difluoro-2-methylphenyl)-5-(methoxycarbonyl)-2-(thiazol-2-yl)-3,6-dihydropyrimidin-4-yl)cubane-1-carboxylic acid FC=1C(=C(C=CC1F)[C@@H]1C(=C(NC(=N1)C=1SC=CN1)C12C3C4C5(C(C14)C2C53)C(=O)O)C(=O)OC)C